[N+](=O)([O-])C1=CC=CC=2NC(=NC21)C2=NC1=CC=CC=C1N=C2 2-(4-nitro-1H-benzo[d]imidazol-2-yl)quinoxaline